FC1=CN=C2C=C(C=NC2=C1)NC1=NC(=NC=C1)NC1=CC(=C(C=C1)OC1CC(C1)N(C)C)OC 4-(7-fluoro-1,5-diaza-3-naphthylamino)-2-{3-methoxy-4-[(1s,3s)-3-(dimethylamino)cyclobutoxy]phenylamino}pyrimidine